1,3,5-hexahydrotriazine C1CNNNC1